4-(2-chloro-5-fluorobenzamido)-3-fluorobenzoic acid ClC1=C(C(=O)NC2=C(C=C(C(=O)O)C=C2)F)C=C(C=C1)F